6-(4-(4-((t-butoxycarbonyl)amino)-3-methylbutoxy)thiophen-2-yl)-pyrazin C(C)(C)(C)OC(=O)NCC(CCOC=1C=C(SC1)C1=CN=CC=N1)C